N-(4-fluoro-3-methylphenyl)-1,2,4-trimethyl-5-(2-((3-morpholinopropyl)amino)-2-oxoacetyl)-1H-pyrrole-3-carboxamide FC1=C(C=C(C=C1)NC(=O)C1=C(N(C(=C1C)C(C(=O)NCCCN1CCOCC1)=O)C)C)C